(E)-5-(((4-cyclopropyl-3,4-dihydro-2H-benzo[b][1,4]oxazin-7-yl)imino)methyl)-2,2-dimethyl-1,3-dioxane-4,6-dione C1(CC1)N1C2=C(OCC1)C=C(C=C2)\N=C\C2C(OC(OC2=O)(C)C)=O